methyl-6-chloro-4-vinylpicolinate COC(C1=NC(=CC(=C1)C=C)Cl)=O